O=C1NC(CCC1C1=NN(C2=NC(=CC=C21)N2CCC(CC2)N(C(OC(C)(C)C)=O)C)C)=O tert-butyl N-[1-[3-(2,6-dioxo-3-piperidyl)-1-methyl-pyrazolo[3,4-b]pyridin-6-yl]-4-piperidyl]-N-methyl-carbamate